2-Hydroxyisophthalaldehyde OC1=C(C=O)C=CC=C1C=O